BrC=1C=C(OC2=C(C(=O)N)C=CC=C2)C=CC1 2-(3-bromophenoxy)benzamide